C1(CC1)C1=NC=NC(=C1C1=NC=C(C(=N1)OCC1=CC=C(C=C1)C=1N(C=C(N1)C(F)(F)F)C)C(=O)OCC)OC ethyl 2-(4-cyclopropyl-6-methoxy-pyrimidin-5-yl)-4-[[4-[1-methyl-4-(trifluoromethyl)imidazol-2-yl]phenyl]methoxy]pyrimidine-5-carboxylate